4-(4-((1S,4S)-2,5-diazabicyclo[2.2.1]heptane-2-yl)-6-methylquinazolin-2-yl)-1-(cyclopropylimino)-2,3,4,5-tetrahydro-benzo[f][1,4]thiazepine [C@@H]12N(C[C@@H](NC1)C2)C2=NC(=NC1=CC=C(C=C21)C)N2CCS(C1=C(C2)C=CC=C1)=NC1CC1